2-ethylhexyl 2-(5-(tert-butyl)-2-((cyclohexylmethyl)(butoxycarbonyl)amino)-3-methylphenyl)-2-(4-chlorophenyl)acetate C(C)(C)(C)C=1C=C(C(=C(C1)C(C(=O)OCC(CCCC)CC)C1=CC=C(C=C1)Cl)N(C(=O)OCCCC)CC1CCCCC1)C